CC(C)(C)OC(=O)NC1CCCNC1 3-boc-aminopiperidine